FC(CCCCCCCCC(=O)OOC(CCCCCCCCC(Cl)F)=O)Cl di(fluorochlorodecanoyl) peroxide